C(C)(=O)OC=1C(=NC=CC1OC)C(=O)N[C@H](C(=O)O)C (2S)-2-[(3-acetoxy-4-methoxypyridine-2-carbonyl)amino]Propionic acid